CN1C=NC2=C1C=CC(=C2)N2N=CC(=C2N)C(=O)C=2NC1=CC=CC=C1C2 Methyl-5-(5-amino-4-(1H-indole-2-carbonyl)-1H-pyrazol-1-yl)-1H-benzo[d]imidazole